N[C@@H](C(C)C)C(=O)O[C@@H]1[C@H](O[C@]([C@@H]1O)(C1=CC=C2C(=NC=NN21)NC(C(C)C)=O)C#N)COC(CC2=CC=CC=C2)=O (2R,3S,4R,5R)-5-cyano-4-hydroxy-5-(4-isobutyramidopyrrolo[2,1-f][1,2,4]triazin-7-yl)-2-((2-phenylacetoxy)methyl)tetrahydrofuran-3-yl L-valinate